FC1=C(C=CC=C1)C1=NC(=NC=C1C)C(=O)N[C@@H]1C(N(C2=C(OC1)C=CC=N2)C)=O (S)-4-(2-fluorophenyl)-5-methyl-N-(5-methyl-4-oxo-2,3,4,5-tetrahydropyrido[3,2-b][1,4]oxazepin-3-yl)pyrimidine-2-carboxamide